C12(CC3CC(CC(C1)C3)C2)C(=O)OCC(COS(=O)(=O)Cl)(C)C 3-((chlorosulfonyl) oxy)-2,2-dimethylpropyl (3r,5r,7r)-adamantane-1-carboxylate